4-((1R,3S)-3-hydroxy-3-methylcycloheptylamino)-2-((1r,4R)-4-methoxycyclohexylamino)pyrimidine-5-carbonitrile O[C@@]1(C[C@@H](CCCC1)NC1=NC(=NC=C1C#N)NC1CCC(CC1)OC)C